CN1C(=NN=C1C1=NC=NC=C1)CNC=1C=C(C(=O)N[C@H](C)C2=CC=C(OCCCCCCOCCOCCOCCCCCC(=O)O)C=C2)C=CC1 (R)-6-(2-(2-(6-(4-(1-(3-((4-methyl-5-(pyrimidin-4-yl)-4H-1,2,4-triazol-3-yl)methylamino)benzamido)ethyl)phenoxy)hexyloxy)ethoxy)ethoxy)hexanoic acid